butoxy-3-(trifluoromethyl)benzonitrile C(CCC)OC1=C(C#N)C=CC=C1C(F)(F)F